FC=1C(=CC2=CC=CC(=C2C1O)C#C[Si](C(C)C)(C(C)C)C(C)C)NC(OC(C)(C)C)=O t-butyl (3-fluoro-4-hydroxyl-5-((triisopropylsilyl)ethynyl)naphthalen-2-yl)carbamate